N-(2-((2-(dimethylamino)ethyl)(ethyl)amino)-5-((4-(1-methyl-1H-indol-3-yl)-7H-pyrrolo[2,3-d]pyrimidin-2-yl)amino)phenyl)propionamide CN(CCN(C1=C(C=C(C=C1)NC=1N=C(C2=C(N1)NC=C2)C2=CN(C1=CC=CC=C21)C)NC(CC)=O)CC)C